ethyl-N,3-dimethylbutanamide C(C)C(C(=O)NC)C(C)C